3-methylbutane-1,2-diyldicarbamic acid CC(C(CNC(O)=O)NC(O)=O)C